tert-butyl (4-(2,6-dichloro-4-methoxypyridin-3-yl)butan-2-yl)carbamate ClC1=NC(=CC(=C1CCC(C)NC(OC(C)(C)C)=O)OC)Cl